F[C@@H]1[C@@H](C1)C(=O)NC=1N=C2N(C=C(C=C2)C2=C(C=CC(=C2)C2=CNC=C2)C)C1 (1S,2S)-2-fluoro-N-(6-(2-methyl-5-(1H-pyrrol-3-yl)phenyl)imidazolo[1,2-a]pyridin-2-yl)cyclopropane-1-carboxamide